ONC(C=CC1=CC(=CC=C1)S(NC1=CC=CC=C1)(=O)=O)=O N-HYDROXY-3-(3-PHENYLSULFAMOYLPHENYL)ACRYLAMIDE